C[N+]1(C2CCCC1CCC2)C N,N-Dimethyl-9-azoniabicyclo[3.3.1]nonane